C1(CCCCC1)[C@H]1CC2(CN(C2)C(=O)C2CC3(C2)NC(OC3)=O)CC1 |r| (rac)-(2s,4s)-2-(6-cyclohexyl-2-azaspiro[3.4]octane-2-carbonyl)-7-oxa-5-azaspiro[3.4]octan-6-one